N1=C(C=CC=C1)N1N=C2CCC(CC2=C1O)N1CCN(CC1)C1=NC=CC=N1 2-(pyridin-2-yl)-5-(4-(pyrimidin-2-yl)piperazin-1-yl)-4,5,6,7-tetrahydro-2H-indazol-3-ol